C1N(CCC2=CC=CC=C12)C[C@@H](CNC(OC1=CC=CC=C1)=O)O (R)-phenyl (3-(3,4-dihydroisoquinolin-2(1H)-yl)-2-hydroxypropyl)carbamate